C(C1=CC=CC=C1)OC=1N=C(SC1C1=C(C=CC(=C1)Br)F)C 4-(benzyloxy)-5-(5-bromo-2-fluorophenyl)-2-methylthiazole